O1C(=NC2=C1C=CC=C2)NC=2OC1=C(N2)C=C(C(=C1)C(C)(C)O)C(=O)NCCOCCO 2-(benzo[d]oxazol-2-ylamino)-N-(2-(2-hydroxyethoxy)ethyl)-6-(2-hydroxypropan-2-yl)benzo[d]oxazole-5-carboxamide